[C@H]12CN(C[C@H](CC1)N2)C=2C=CC(=C(C(=O)N[C@H](C)C1=CC(=C(C(=C1)C=1C=NN(C1)C)OC)OC)C2)C 5-[(1R,5S)-3,8-Diazabicyclo[3.2.1]octan-3-yl]-N-[(1R)-1-[3,4-dimethoxy-5-(1-methylpyrazol-4-yl)phenyl]ethyl]-2-methyl-benzamide